ClC1=C(C=C(CN2CCN(CC2)C(=O)N2N=C(C=C2)CS(=O)(=O)N)C=C1)N1CC2CNCC2C1 (1-(4-(4-chloro-3-(hexahydropyrrolo[3,4-c]pyrrol-2(1H)-yl)benzyl)piperazine-1-carbonyl)-1H-pyrazol-3-yl)methanesulfonamide